Tert-butyl 4-[2-[12-[2-(methoxymethoxy)phenyl]-3-methyl-4,8,10,11-tetrazatricyclo[7.4.0.02,7]trideca-1(9),2(7),10,12-tetraen-4-yl]thiazol-5-yl]piperidine-1-carboxylate COCOC1=C(C=CC=C1)C=1N=NC=2NC=3CCN(C(C3C2C1)C)C=1SC(=CN1)C1CCN(CC1)C(=O)OC(C)(C)C